di(2,4,4-trimethylpentyl)dithiophosphonic acid CC(CSP(O)(=S)CC(CC(C)(C)C)C)CC(C)(C)C